NC(C(=O)O)CCN 2,4-diaminobutanoic acid